N-(4-methylpyrimidin-5-yl)-N-methylsulfonyl-carbamic acid tert-butyl ester C(C)(C)(C)OC(N(S(=O)(=O)C)C=1C(=NC=NC1)C)=O